(R)-N-(1-(1-cyclopropylethyl)-5-(difluoromethyl)-1H-pyrazol-4-yl)-2-(1H-pyrazol-4-yl)thiazole-4-carboxamide C1(CC1)[C@@H](C)N1N=CC(=C1C(F)F)NC(=O)C=1N=C(SC1)C=1C=NNC1